ClC1=C2CCN(C2=CC=C1)C1=NC(=NC=C1Cl)Cl 4-chloro-1-(2,5-dichloropyrimidin-4-yl)indoline